(±)-Citronellyl acetate C(C)(=O)OCC[C@H](C)CCC=C(C)C |r|